(3S,5R)-3-fluoro-5-[2,2,2-trifluoro-N-(1-methyl-1H-pyrazol-4-yl)acetamido]piperidine-1-carboxylic acid tert-butyl ester C(C)(C)(C)OC(=O)N1C[C@H](C[C@H](C1)N(C(C(F)(F)F)=O)C=1C=NN(C1)C)F